4-((5-chloro-7-(2-((3-(2,2-difluoroethyl)-4-methyl-2,6-dioxo-3,6-dihydropyrimidin-1(2H)-yl)methyl)thieno[3,2-b]pyridin-7-yl)-1H-indol-1-yl)methyl)piperidine-4-carbonitrile ClC=1C=C2C=CN(C2=C(C1)C1=C2C(=NC=C1)C=C(S2)CN2C(N(C(=CC2=O)C)CC(F)F)=O)CC2(CCNCC2)C#N